2,5-bis(2-methoxyphenyl)-2,5-bis(phenyl)-1,4-bis(4-n-decylphenyl)-1,4-dihydropyrrolo[3,2-b]pyrrole COC1=C(C=CC=C1)C1(C=C2C(N1C1=CC=C(C=C1)CCCCCCCCCC)=CC(N2C2=CC=C(C=C2)CCCCCCCCCC)(C2=CC=CC=C2)C2=C(C=CC=C2)OC)C2=CC=CC=C2